(R)-3-Aminotetrahydrofurane N[C@H]1COCC1